pyridazin-4-amide N1=NC=C(C=C1)C(=O)N